tert-butyl [4-(aminomethyl)bicyclo[2.2.2]octan-1-yl]carbamate NCC12CCC(CC1)(CC2)NC(OC(C)(C)C)=O